OC1=CC=C(C=C1)CC=O 4-Hydroxyphenylacetaldehyde